1-[3-(difluoromethoxy)phenyl]-N-[(1S,2R)-2-hydroxycyclopentyl]-3,3-dimethyl-2-oxo-indoline-5-carboxamide FC(OC=1C=C(C=CC1)N1C(C(C2=CC(=CC=C12)C(=O)N[C@@H]1[C@@H](CCC1)O)(C)C)=O)F